palmitoleoyl alcohol C(CCCCCCC\C=C/CCCCCC)(=O)O